C(#C)C1=C2C(=CC(=CC2=CC=C1F)O)C1=C(C=2N=C(N=C(C2C=N1)NCC1(CCC1)NC)OCC12CCCN2CCC1)F 5-ethynyl-6-fluoro-4-(8-fluoro-4-(((1-(methylamino)cyclobutyl)methyl)amino)-2-((tetrahydro-1H-pyrrolizin-7a(5H)-yl)methoxy)pyrido[4,3-d]pyrimidin-7-yl)naphthalen-2-ol